1,2-Dichloro-benzol ClC1=C(C=CC=C1)Cl